5-(3-(5-fluoro-2-methoxypyridine-3-yl)morpholino)pyrazolo[1,5-a]pyrimidine-3-carboxylic acid FC=1C=C(C(=NC1)OC)C1COCCN1C1=NC=2N(C=C1)N=CC2C(=O)O